N1(CCCCC1)C(=O)C=1C=C2C=CC=C(C2=CC1)N1CC=2C=CNC(C2CC1)=O 6-(6-(piperidine-1-carbonyl)naphthalen-1-yl)-5,6,7,8-tetrahydro-2,6-naphthyridin-1(2H)-one